FC(C1=CC=CC(=N1)N1CC2(CC1)CN(CCC2)C(=O)OC(C)(C)C)(F)F tert-butyl 2-[6-(trifluoromethyl)pyridin-2-yl]-2,7-diazaspiro[4.5]decane-7-carboxylate